(2s,4s)-4-hydroxypyrrolidine-2-carboxamide p-toluenesulfonate CC1=CC=C(C=C1)S(=O)(=O)O.O[C@H]1C[C@H](NC1)C(=O)N